Cl[SiH2]Cl chloro-chlorosilane